tert-butyl 4-{4-[(4-{1-[(tert-butoxy)carbonyl]-1,2,3,6-tetrahydropyridin-4-yl}-3-methoxyphenyl) carbamoyl]-2,5-difluorophenyl}-1,2,3,6-tetrahydropyridine-1-carboxylate C(C)(C)(C)OC(=O)N1CCC(=CC1)C1=C(C=C(C=C1)NC(=O)C1=CC(=C(C=C1F)C=1CCN(CC1)C(=O)OC(C)(C)C)F)OC